4-chloro-2-methoxy-6-methyl-N-(3-(oxazol-5-yl)-1H-indazol-5-yl)benzamide ClC1=CC(=C(C(=O)NC=2C=C3C(=NNC3=CC2)C2=CN=CO2)C(=C1)C)OC